N-(cyclohexylmethyl)-4-(3-ethyl-4-methyl-5-oxo-4,5-dihydro-1H-1,2,4-triazol-1-yl)-5-fluoro-2-[(2S)-pentan-2-yloxy]benzamide C1(CCCCC1)CNC(C1=C(C=C(C(=C1)F)N1N=C(N(C1=O)C)CC)O[C@@H](C)CCC)=O